(1-(5-amino-2-fluorophenyl)-3-hydroxypropyl)carbamic acid tert-butyl ester C(C)(C)(C)OC(NC(CCO)C1=C(C=CC(=C1)N)F)=O